ClCC=CC#CC(C)(C)C 1-chloro-6,6-dimethyl-2-hepten-4-yne